3-cyclopropyl-5-methyl-3,4-dihydroacridine-1,9(2H,10H)-dione C1(CC1)C1CC(C=2C(C3=CC=CC(=C3NC2C1)C)=O)=O